C(C)(C)N1CCN(C2=CC=CC=C12)C(CN1CCCCC1)=O 1-(4-Isopropyl-3,4-dihydroquinoxaline-1(2H)-yl)-2-(piperidin-1-yl)ethan-1-one